(1S,4S)-5-(2-chloroethyl)-2-oxa-5-azabicyclo[2.2.1]Heptane hydrochloride Cl.ClCCN1[C@@H]2CO[C@H](C1)C2